3-(2-(6,6-difluoro-1,4-oxazepane-4-carbonyl)-9-(trifluoromethyl)-1,2,3,4-tetrahydro-[1,4]diazepino[6,7,1-hi]indol-7-yl)-4-(imidazo[1,2-a]pyridin-3-yl)-1H-pyrrole-2,5-dione FC1(CN(CCOC1)C(=O)N1CCN2C=C(C3=CC(=CC(=C23)C1)C(F)(F)F)C=1C(NC(C1C1=CN=C2N1C=CC=C2)=O)=O)F